Cl.N[C@H](C(=O)O)[C@@H](C)C1=CC=CC=C1 (2S,3S)-2-amino-3-phenylbutyrate hydrochloride